ClC1=C(C=CC(=C1)OC1=CC=CC=C1)C(=O)C1=CNC2=NC=CC(=C21)NCCOCCO (2-Chloro-4-phenoxyphenyl)(4-((2-(2-hydroxyethoxy)ethyl)amino)-1H-pyrrolo[2,3-b]pyridine-3-yl)methanone